C1(CC1)NCC1=CC=C(C=C1)C#CC(C)(O)C 4-(4-((cyclopropylamino)methyl)phenyl)-2-methylbutan-3-yn-2-ol